5-(7-Iodo-5-isopropyl-2,3-dihydro-benzo[1,4]dioxin-6-yloxy)-pyrimidine-2,4-diamine IC=1C(=C(C2=C(OCCO2)C1)C(C)C)OC=1C(=NC(=NC1)N)N